2-ethyl-4-(thiophen-3-yl)-2H-1,2,3-triazole C(C)N1N=CC(=N1)C1=CSC=C1